NC1=C2C(=NC=N1)N(N=C2Br)C2CCC(CC2)N2CCNCC2 4-((1r,4r)-4-(4-Amino-3-bromo-1H-pyrazolo[3,4-d]pyrimidin-1-yl)cyclohexyl)piperazine